B([O-])([O-])OB([O-])[O-] Diborat